C(=C)C(COCC(C=C)C=C)C=C divinylethyl ether